(triphenyl-siloxy)aluminium C1(=CC=CC=C1)[Si](O[Al])(C1=CC=CC=C1)C1=CC=CC=C1